[Si]([O-])([O-])([O-])[O-].[Y+3].[Sc+3] scandium-yttrium silicate